3-amino-N-(2-{3-amino-4-[(1-methoxy-2-methylpropan-2-yl)oxy]pyrrolidin-1-yl}-5,6,7,8-tetrahydroquinolin-6-yl)-5-fluoro-6-methylthieno[2,3-b]pyridine-2-carboxamide NC1=C(SC2=NC(=C(C=C21)F)C)C(=O)NC2CC=1C=CC(=NC1CC2)N2CC(C(C2)OC(COC)(C)C)N